[Li+].C(=CC)S(=O)(=O)[O-] propenyl-sulfonate lithium